2-methyl-1-{4-(Methylthio)phenyl}-2-morpholinopropane-1-one CC(C(=O)C1=CC=C(C=C1)SC)(C)N1CCOCC1